C(CCCCCCC)OC(=O)C1=CC(=[N+](C=C1)[O-])CN1CCN(CCN(CCN(CC1)CC(=O)O)CC(=O)O)CC(=O)O 4-((octoxy)carbonyl)-2-((4,7,10-tris(carboxymethyl)-1,4,7,10-tetraazacyclododecane-1-yl)methyl)pyridine 1-oxide